C(C)OC(C(C(CN1N=C(N=N1)C1=CC=C(C=C1)OC1=NC=C(C=C1F)Cl)NC(=O)OC(C)(C)C)F)=O 3-((tert-butoxycarbonyl)amino)-4-(5-(4-((5-chloro-3-fluoropyridin-2-yl)oxy)phenyl)-2H-tetrazol-2-yl)-2-fluorobutyric acid ethyl ester